C1(=CC=C(C=C1)N(C=1C=C(C=C(C1)N(C1=CC=2C3=CC=CC=C3C3=CC=CC=C3C2C=C1)C1=CC=CC=C1)C1=CC=CC=C1)C1=CC=CC=C1)C1=CC=CC=C1 N3-([1,1'-biphenyl]-4-yl)-N3,N5-diphenyl-N5-(triphenylen-2-yl)-[1,1'-biphenyl]-3,5-diamine